6-butoxy-7-methoxy-2-methyl-N-{(1R)-1-[3-(1H-pyrazol-4-yl)phenyl]ethyl}quinazolin-4-amine C(CCC)OC=1C=C2C(=NC(=NC2=CC1OC)C)N[C@H](C)C1=CC(=CC=C1)C=1C=NNC1